(2S)-2-(2-aminoacetamido)-5-carbamimidamido-N-{[4-(6-methyl-1,2,4,5-tetrazin-3-yl)phenyl]methyl}pentanamide NCC(=O)N[C@H](C(=O)NCC1=CC=C(C=C1)C=1N=NC(=NN1)C)CCCNC(=N)N